C\C(=C/C=C/C(=C\C(=O)OCC)/[Sn](CCCC)(CCCC)CCCC)\CC\C=C(\CCC=C(C)C)/C ethyl (2E,4E,6E,10E)-7,11,15-trimethyl-3-(tributylstannyl)-2,4,6,10,14-hexadecapentaenoate